(2E)-2-(methoxyimino)-2-[2-[(3e,5e,6e)-5-(methoxyimino)-4,6-dimethyl-2,8-dioxa-3,7-diazanon-3,6-dien-1-yl]phenyl]-N-methylacetamide CO\N=C(\C(=O)NC)/C1=C(C=CC=C1)CO\N=C(\C(\C(=N\OC)\C)=N\OC)/C